N-(5-chloro-6-(2H-1,2,3-triazol-2-yl)pyridin-3-yl)-1-(8-fluoro-1-(methylamino)isoquinolin-4-yl)-5-(trifluoromethyl)-1H-pyrazole-4-carboxamide ClC=1C=C(C=NC1N1N=CC=N1)NC(=O)C=1C=NN(C1C(F)(F)F)C1=CN=C(C2=C(C=CC=C12)F)NC